O[C@@H]1C[C@H]2[C@H](CCC3=C(O2)C=C(C=C3)C(=O)O)[C@H]1\C=C\C(C1(CC1)C1=CC(=CC=C1)C)O (1R,2R,3aS,10aR)-2-hydroxy-1-{(1E,3ξ)-3-hydroxy-3-[1-(3-methylphenyl)cyclopropyl]-1-propen-1-yl}-2,3,3a,9,10,10a-hexahydro-1H-benzo[b]cyclopenta[f]oxepin-6-carboxylic acid